3,N3-dimethyl-N1-[6-phenyl-2-(4-piperidinyl)pyrimidin-4-yl]benzene-1,3-diamine CC1(CC(=CC=C1)NC1=NC(=NC(=C1)C1=CC=CC=C1)C1CCNCC1)NC